ClC1=CC2=C(N=CN(C2=O)CC(C)(C)O)C(=N1)Cl 6,8-dichloro-3-(2-hydroxy-2-methylpropyl)pyrido[3,4-d]pyrimidin-4(3H)-one